(R)-3-((3-methoxypyrrolidin-1-yl)methyl)-5-(trifluoromethyl)aniline CO[C@H]1CN(CC1)CC=1C=C(N)C=C(C1)C(F)(F)F